The molecule is a hydrobromide obtained by reaction of NAN 190 with one equivalent of hydrobromic acid. It has a role as a serotonergic antagonist. It contains a NAN 190(1+). COC1=CC=CC=C1N2CCN(CC2)CCCCN3C(=O)C4=CC=CC=C4C3=O.Br